5-(2-oxo-2,3,4,5-tetrahydro-1H-benzo[b]azepin-7-yl)-3,6-dihydro-2H-1,3,4-thiadiazin-2-one O=C1CCCC2=C(N1)C=CC(=C2)C2=NNC(SC2)=O